4-(benzenesulfonylamino)benzenesulfonamide C1(=CC=CC=C1)S(=O)(=O)NC1=CC=C(C=C1)S(=O)(=O)N